4-(4-bromophenyl)pyrazole BrC1=CC=C(C=C1)C=1C=NNC1